tris(triphenylphosphine) palladium tetrafluoroborate F[B-](F)(F)F.[Pd+2].C1(=CC=CC=C1)P(C1=CC=CC=C1)C1=CC=CC=C1.C1(=CC=CC=C1)P(C1=CC=CC=C1)C1=CC=CC=C1.C1(=CC=CC=C1)P(C1=CC=CC=C1)C1=CC=CC=C1.F[B-](F)(F)F